benzisoxazole O1N=CC2=C1C=CC=C2